3-(1-oxo-5-(((1S,2S)-2-(3-(quinoxalin-2-yl)azetidin-1-yl)cyclohexyl)oxy)isoindolin-2-yl)piperidine-2,6-dione O=C1N(CC2=CC(=CC=C12)O[C@@H]1[C@H](CCCC1)N1CC(C1)C1=NC2=CC=CC=C2N=C1)C1C(NC(CC1)=O)=O